CN1CCC2(CC1)OC1=C(C2)C=C(C=C1)CN[C@@H]1COCC1 (S)-N-((1'-methyl-3H-spiro[benzofuran-2,4'-piperidin]-5-yl)methyl)tetrahydrofuran-3-amine